C(=O)(O)C1=C(C=CC=C1)N(CC(=O)O)CC(=O)O 2-carboxyphenyliminodiacetic acid